4,6-dichloro-5-hydroxy-N-(4-oxo-3-(4-(trifluoromethoxy)benzyl)-3,4-dihydroquinazolin-5-yl)picolinamide ClC1=CC(=NC(=C1O)Cl)C(=O)NC1=C2C(N(C=NC2=CC=C1)CC1=CC=C(C=C1)OC(F)(F)F)=O